dimethyl-3,4'-oxybisbenzoate COC(C1=CC(=CC=C1)OC1=CC=C(C(=O)OC)C=C1)=O